ethyl (2Z,3E)-3-cyclopropyl-2,3-bis(hydroxyimino)propanoate C1(CC1)/C(/C(/C(=O)OCC)=N/O)=N\O